ClC1=C(C=C(C=C1)C1=CN=C2C(=N1)NN=C2)C(C)(F)F 6-(4-chloro-3-(1,1-difluoroethyl)phenyl)-1H-pyrazolo[3,4-b]pyrazine